4-(7-bromoquinoxalin-2-yl)morpholine BrC1=CC=C2N=CC(=NC2=C1)N1CCOCC1